5'-methyl-3H-spiro[furo[2,3-c]pyridine-2,3'-pyrrolidine] CC1CC2(CN1)CC=1C(=CN=CC1)O2